5-chloro-7-(3,3-difluoro-4,4-dimethylpyrrolidin-1-yl)-3-ethylpyrazolo[1,5-a]pyrimidine ClC1=NC=2N(C(=C1)N1CC(C(C1)(C)C)(F)F)N=CC2CC